Propylene Trifluorocarbonate C(O)(=O)F.C(O)(=O)F.C(O)(=O)F.C=CC